(Z)-4-((5-(4-chlorophenyl)-1,3,4-oxadiazol-2-yl)amino)-N'-hydroxybenzimidamide ClC1=CC=C(C=C1)C1=NN=C(O1)NC1=CC=C(/C(/N)=N/O)C=C1